C12(C(CCCC1)O2)CC2C(C(C(=O)OCC2)(C)C)C 4-epoxycyclohexylmethyl-trimethylcaprolactone